diallyl-2,2'-biphenol C(C=C)C=1C(=C(C(=CC1)O)C=1C(=CC=CC1)O)CC=C